(R)-3-phenylmorpholine C1(=CC=CC=C1)[C@H]1NCCOC1